O=C1NC(CCC1NC(C1=CC=C(C=C1)N1CCC(CC1)C(=O)N1CCC(CC1)CCOC1=CC=C(C=C1)[C@H]1[C@H](CCC2=CC(=CC=C12)O)C1=CC=CC=C1)=O)=O N-(2,6-dioxopiperidin-3-yl)-4-(4-(4-(2-(4-((1R,2S)-6-hydroxy-2-phenyl-1,2,3,4-tetrahydronaphthalen-1-yl)phenoxy)ethyl)piperidine-1-carbonyl)piperidin-1-yl)benzamide